Cl(=O)(=O)(=O)[O-].C[N+](=C1C=CC(C=C1)=C(C=CC=CC=C(C1=CC=C(C=C1)N(C)C)C1=CC=C(C=C1)N(C)C)C1=CC=C(C=C1)N(C)C)C dimethyl{4-[1,7,7-tris(4-dimethylaminophenyl)-2,4,6-heptatrienylidene]-2,5-cyclohexadien-1-ylidene}ammonium perchlorate